(4-bromo-2-cyano-6-fluorophenyl)acetic acid BrC1=CC(=C(C(=C1)F)CC(=O)O)C#N